CC(C(=O)O)(C)C1=CC(=CC=C1)C1[C@@H]2CN(C[C@H]12)C(=O)C1CC2(C1)NC(OC2)=O 2-methyl-2-(3-((1R,5S,6S)-3-((2S,4S)-6-oxo-7-oxa-5-azaspiro[3.4]octane-2-carbonyl)-3-azabicyclo[3.1.0]hex-6-yl)phenyl)propanoic acid